3-(4-methyl-2-oxopiperazin-1-yl)propanamide CN1CC(N(CC1)CCC(=O)N)=O